C(C)(C)(C)OC(NCC1=NN(C2=NC=CC(=C21)N2CC1(C2)CC(C1)O[Si](C1=CC=CC=C1)(C1=CC=CC=C1)C(C)(C)C)C1=CC=C(C=C1)OC(F)(F)F)=O ((4-(6-((tert-Butyldiphenylsilyl)oxy)-2-azaspiro[3.3]heptan-2-yl)-1-(4-(trifluoromethoxy)phenyl)-1H-pyrazolo[3,4-b]pyridin-3-yl)methyl)carbamic acid tert-butyl ester